ortho-bistrifluoromethyl-benzene FC(C1=C(C=CC=C1)C(F)(F)F)(F)F